cis-N1-(5-(3-(2-fluoroethyl)-2-methyl-3H-imidazo[4,5-b]pyridin-5-yl)pyrrolo[2,1-f][1,2,4]triazin-2-yl)cyclobutane-1,3-diamine FCCN1C(=NC=2C1=NC(=CC2)C=2C=CN1N=C(N=CC12)N[C@@H]1C[C@@H](C1)N)C